N'-(2-chloroacetyl)-1,2-diazine-3-carbohydrazide ClCC(=O)NNC(=O)C=1N=NC=CC1